P(O)(=O)(OP(=O)(O)OP(=O)(O)O)OC[C@@H]1[C@H]([C@H]([C@@H](O1)C1=C(N(C(=O)NC1=O)C)OCC)O)O 1-methyl-6-ethoxy-pseudouridine triphosphate